NCC1=C(C=C(C=C1F)C=1N=C2SC3=C(N2C1)C=CC(=C3)C(=O)NCCCN3CCCCC3)Cl 2-(4-(aminomethyl)-3-chloro-5-fluorophenyl)-N-(3-(piperidin-1-yl)propyl)benzo[d]imidazo[2,1-b]thiazole-7-carboxamide